1-((4-(5-(4-propylphenyl)-1,2,4-oxadiazol-3-yl)naphthalen-1-yl)methyl)azetidine-3-carboxylic acid C(CC)C1=CC=C(C=C1)C1=NC(=NO1)C1=CC=C(C2=CC=CC=C12)CN1CC(C1)C(=O)O